NC(C(=O)O)C(C)=O Amino-3-Oxobutanoic Acid